C(C)(C)(C)OC(=O)NCCCOC1=NNC=C1C=1C=C/2C(=CN1)NC(\C2=C/C=2NC=CC2C(=O)O)=O 2-[(Z)-[5-[3-[3-(tert-butoxycarbonylamino)propoxy]-1H-pyrazol-4-yl]-2-oxo-1H-pyrrolo[2,3-c]pyridin-3-ylidene]methyl]-1H-pyrrole-3-carboxylic acid